FC(C1=NC=C(C=N1)OC=1C=CC(=C2C=CC=NC12)CNC(C=C)=O)(F)F N-{(8-[{2-(trifluoromethyl)pyrimidin-5-yl}oxy]quinolin-5-yl)methyl}acrylamide